O=C1C(C2(CCC1C2(C)C)C)O oxo-borneol